Tert-butyl (S)-4-(5-hydroxy-2-methylpent-2-yl)-2,2-dimethyloxazolidine-3-carboxylate OCCCC(C)(C)[C@@H]1N(C(OC1)(C)C)C(=O)OC(C)(C)C